P(=O)(OC12C(CCC(C1(C)C)C2)C)([O-])[O-] pinyl phosphate